C1(CCC1)N(C(OC(C)(C)C)=O)[C@@H]1CN(CC1)C=1N=NC(=CC1)C1=C(C=C(C(=C1)F)C=1C=NN(C1)C1OCCCC1)OCOC tert-butyl N-cyclobutyl-N-[(3S)-1-{6-[5-fluoro-2-(methoxymethoxy)-4-[1-(oxan-2-yl)pyrazol-4-yl]phenyl]pyridazin-3-yl}pyrrolidin-3-yl]carbamate